C(CCCCCCC\C=C/CCCCCCCC)N (z)-octadec-9-enylamine